ClC=1C=NN(C(C1Cl)=O)CCC=1NC2=C(N1)C=C(C(=C2)S(=O)(=O)N(C)C)C 2-[2-(4,5-dichloro-6-oxo-pyridazin-1-yl)ethyl]-N,N,6-trimethyl-3H-benzimidazole-5-sulfonamide